NC=1C=CC=C2CN(C(C12)=O)[C@H](C)C(C)(C)O (R)-7-amino-2-(3-hydroxy-3-methylbutan-2-yl)isoindolin-1-one